C[Si](C)(C)[N-][Si](C)(C)C.[K+] Potassium bis(trimethylsilyl)amide